[I-].C1(CCCCC1)C(=O)OC1=C(C=CC=C1)CC(=O)OC(C)[N+]1(CCC=C(C1)C1=NSN=C1OCCCCCC)C 1-(1-(2-(2-((Cyclohexanecarbonyl)oxy)phenyl)acetoxy)ethyl)-5-(4-(hexyloxy)-1,2,5-thiadiazol-3-yl)-1-methyl-1,2,3,6-tetrahydropyridin-1-ium iodide